BrC=1C=C(C=2N(C1)C=CN2)OC(F)F 6-bromo-8-(difluoromethoxy)imidazo[1,2-a]pyridine